NC=1C=CC(=NC1)C(CNC)(CNC)C1=NC=C(C=C1)N bis(5-amino-2-pyridyl)-N,N'-dimethyl-1,3-propanediamine